C(C1=CC=CC=C1)OC(=O)N1CCN(CC1)C[C@H]1OC[C@H](CC1)CO 4-[[(2s,5r)-5-(hydroxymethyl)tetrahydropyran-2-yl]methyl]piperazine-1-carboxylic acid benzyl ester